7-bromo-3,3-dimethyl-5-(trifluoro-methyl)indolin-2-one BrC=1C=C(C=C2C(C(NC12)=O)(C)C)C(F)(F)F